[Cl-].Cl\C=C/C[N+]12CN3CN(CN(C1)C3)C2 cis-1-3-chloroallyl-3,5,7-triaza-1-azoniaadamantane chloride